3-(3-Fluoro-5-((1s,3R)-3-methyl-1-(4-methyl-4H-1,2,4-triazol-3-yl)cyclobutyl)phenyl)-6-(((S)-3-methylpiperidin-1-yl)methyl)-8-(trifluoromethyl)quinazolin-4(3H)-one FC=1C=C(C=C(C1)C1(CC(C1)C)C1=NN=CN1C)N1C=NC2=C(C=C(C=C2C1=O)CN1C[C@H](CCC1)C)C(F)(F)F